C(C)(C)(C)OC(=O)N(C=1C=NC=C(C1)Cl)C(=O)OC(C)(C)C 3-bis-(tert-butoxycarbonyl)amino-5-chloropyridine